4-(5-methyl-1-(tetrahydro-2H-pyran-2-yl)-1H-indazol-4-yl)-3-((trimethylsilyl)ethynyl)quinoline CC=1C(=C2C=NN(C2=CC1)C1OCCCC1)C1=C(C=NC2=CC=CC=C12)C#C[Si](C)(C)C